N-(1-(2-hydroxy-4-(trifluoromethyl)benzyl)-1H-indol-5-yl)cyclohexanesulfonamide OC1=C(CN2C=CC3=CC(=CC=C23)NS(=O)(=O)C2CCCCC2)C=CC(=C1)C(F)(F)F